(3S)-1-(5-methylpyrazin-2-yl)piperidin-3-amine hydrochloride Cl.CC=1N=CC(=NC1)N1C[C@H](CCC1)N